5-(hydroxymethyl)oxolane OCC1CCCO1